7-Ethyl-4-(4-fluoro-3-(4-methoxy-1-methyl-1H-benzo[d]imidazol-5-yl)phenyl)-7H-imidazo[4,5-c]pyridazine C(C)N1C=NC2=C1N=NC=C2C2=CC(=C(C=C2)F)C2=C(C1=C(N(C=N1)C)C=C2)OC